(1S,2R,3R,4S,5S)-8-(benzyloxy)-3,4-dihydroxy-2,5-dimethyl-7,9-dioxo-N-(2,4,6-trifluorobenzyl)-2,3,4,5,7,9-hexahydro-1,6-methanopyrido[1,2-b][1,2,5]triazonine-10-carboxamide C(C1=CC=CC=C1)OC=1C(C(=CN2N3[C@@H]([C@H]([C@H]([C@@H](N(C(C21)=O)C3)C)O)O)C)C(=O)NCC3=C(C=C(C=C3F)F)F)=O